tert-butyl 6-[methoxy(methyl)carbamoyl]-2-azaspiro[3.3]heptane-2-carboxylate CON(C(=O)C1CC2(CN(C2)C(=O)OC(C)(C)C)C1)C